N1=CC=C(C=C1)C1=CC=C(C=C1)C1=C(N(C=C1)S(N)(=O)=O)C(=O)O 3-[4-(Pyridin-4-yl)phenyl]-1-sulfamoyl-1H-pyrrole-2-carboxylic acid